1-(2-methoxy-5-(trifluoromethyl)pyridin-3-yl)-3-(2-(pyrazolo[5,1-b]thiazole-7-carbonyl)-2-azaspiro[3.3]heptan-6-yl)urea COC1=NC=C(C=C1NC(=O)NC1CC2(CN(C2)C(=O)C=2C=NN3C2SC=C3)C1)C(F)(F)F